(2S,4R)-N-[(S)-(4-cyclopropyl-3-fluorophenyl)(phenyl)methyl]-4-fluoro-1-[2-(1H-1,2,3,4-tetrazol-1-yl)acetyl]pyrrolidine-2-carboxamide C1(CC1)C1=C(C=C(C=C1)[C@@H](NC(=O)[C@H]1N(C[C@@H](C1)F)C(CN1N=NN=C1)=O)C1=CC=CC=C1)F